O(S(=O)(=O)C(F)(F)F)C1=CC2=C(C=N1)C(=CS2)Br 3-bromothieno[3,2-c]pyridin-6-yl triflate